FC1=C(C(=CC=C1)OC)C1=NC(=C(C(=O)O)C=C1)NCC1=CC=C(C=C1)OC 2-fluoro-6-methoxyphenyl-2-((4-methoxybenzyl)amino)nicotinic acid